ClC1=NC(=CC(=N1)C)N1CCN(CC1)C(C)C1=CC=CC=C1 2-chloro-4-methyl-6-[4-(1-phenylethyl)piperazin-1-yl]pyrimidine